mono-n-hexadecyloxy tetraoxyethylene phosphate P1(=O)(OOCCCCCCCCCCCCCCCC)OOOOOCCO1